CC1=CC=C(C=C1)S(=O)(=O)C(C(C)=O)C(C)=O 3-(p-toluenesulfonyl)pentane-2,4-dione